2-((2r,5s)-5-(2-methyl-1H-furo[3,2-B]imidazo[4,5-d]pyridin-1-yl)tetrahydro-2H-pyran-2-yl)acetonitrile CC1=NC=2C(=C3C(=NC2)C=CO3)N1[C@H]1CC[C@@H](OC1)CC#N